FC=1C=NN(C1C1=CC(=C2C(=N1)C(=NN2CC(F)(F)F)C2=CC=NN2C2OCCCC2)N2[C@@H](C[C@@H](CC2)O)C)C (2R,4R)-1-(5-(4-fluoro-1-methyl-1H-pyrazol-5-yl)-3-(1-(tetrahydro-2H-pyran-2-yl)-1H-pyrazol-5-yl)-1-(2,2,2-trifluoroethyl)-1H-pyrazolo[4,3-b]pyridin-7-yl)-2-Methylpiperidin-4-ol